(S)-3-(4-((1-cyclopentyl-3-(3,5-dichloro-4-(hydroxymethyl)phenyl)-4-fluoro-1H-indazol-6-yl)methoxy)phenyl)butanoic acid C1(CCCC1)N1N=C(C2=C(C=C(C=C12)COC1=CC=C(C=C1)[C@H](CC(=O)O)C)F)C1=CC(=C(C(=C1)Cl)CO)Cl